C(C=C(C(=O)OCCCC)CC(=O)OCCCC)(=O)OCCCC tri-n-butyl aconitate